3,3-dimethyl-6-nitro-2,3-dihydro-1H-isoindol-1-one CC1(NC(C2=CC(=CC=C12)[N+](=O)[O-])=O)C